(2S,5R)-1-(2'-(benzyloxy)-[1,1'-biphenyl]-4-carbonyl)-5-(2-chlorophenyl)pyrrolidine-2-carboxylic acid C(C1=CC=CC=C1)OC1=C(C=CC=C1)C1=CC=C(C=C1)C(=O)N1[C@@H](CC[C@@H]1C1=C(C=CC=C1)Cl)C(=O)O